BrC1=CC=C(C=C1)OCC1CC1 1-bromo-4-(cyclopropylmethoxy)benzene